N1(C=CC2=CC=CC=C12)CC1=CC=C(C=C1)C=1OC(=NN1)C(F)F 2-(4-((1H-indol-1-yl)methyl)phenyl)-5-(difluoromethyl)-1,3,4-oxadiazole